ClC=1C=C(C=CC1F)NC(N(CC1=NN=C2N1CCCCC2)C2=CC=C(C=C2)C#N)=O (3-Chloro-4-fluorophenyl)-1-(4-cyanophenyl)-1-((6,7,8,9-tetrahydro-5H-[1,2,4]triazolo[4,3-a]azepin-3-yl)methyl)urea